N(=[N+]=[N-])CC1CCN(CC1)CCNS(=O)(=O)C1=CC2=CC=CC=C2C=C1 N-(2-(4-(azidomethyl)piperidin-1-yl)ethyl)naphthalene-2-sulfonamide